ClC1=C(OC2=C(C(=O)Cl)C=CC=N2)C=CC(=C1)F 2-(2-chloro-4-fluorophenoxy)nicotinoyl chloride